ClC=1C=CC(=NC1)COC=1SC=C(N1)C=1CCN(CC1)CC1=NC2=C(N1C[C@H]1OCC1)C=C(C=C2)C(=O)OC methyl (S)-2-((4-(2-((5-chloropyridin-2-yl)methoxy)thiazol-4-yl)-3,6-dihydropyridin-1(2H)-yl)methyl)-1-(oxetan-2-ylmethyl)-1H-benzo[d]imidazole-6-carboxylate